trans-N-[3-(3,5-dimethylpiperidin-1-yl)-4-(5,6,7,8-tetrahydroimidazo[1,5-a]pyrazin-3-yl)phenyl]cyclopropanecarboxamide C[C@@H]1CN(C[C@H](C1)C)C=1C=C(C=CC1C1=NC=C2N1CCNC2)NC(=O)C2CC2